3-(3-Isopropoxyphenyl)-5-(4-(4-methylpiperazin-1-yl)phenyl)-1H-pyrazolo[3,4-b]pyridine C(C)(C)OC=1C=C(C=CC1)C1=NNC2=NC=C(C=C21)C2=CC=C(C=C2)N2CCN(CC2)C